6-(3-amino-2-ethoxyphenyl)-5-(3-fluoro-4-((6-methylpyridin-2-yl)oxy)phenyl)-7,8-dihydro-6H-imidazo[1',2':1,5]pyrrolo[2,3-d]pyrimidin-4-amine NC=1C(=C(C=CC1)N1CCN2C1=C(C1=C2N=CN=C1N)C1=CC(=C(C=C1)OC1=NC(=CC=C1)C)F)OCC